N-(3-(1-(3-carbamoylbenzyl)-1H-indol-2-yl)-1H-pyrazol-5-yl)-4-((1-methylpiperidin-4-yl)amino)benzamide C(N)(=O)C=1C=C(CN2C(=CC3=CC=CC=C23)C2=NNC(=C2)NC(C2=CC=C(C=C2)NC2CCN(CC2)C)=O)C=CC1